(S)-N-(2,2-difluoro-[1,3]dioxolo[4',5':4,5]benzo[1,2-d]thiazol-6-yl)-2-((R)-3-(5-((R)-1,2-dihydroxyethyl)-6-oxo-1,6-dihydropyridin-3-yl)-4,4-difluoropiperidin-1-yl)propanamide FC1(OC=2C(=CC3=C(N=C(S3)NC([C@H](C)N3C[C@H](C(CC3)(F)F)C3=CNC(C(=C3)[C@H](CO)O)=O)=O)C2)O1)F